The molecule is the D-enantiomer of psicose. It has a role as an antilipemic drug, an antioxidant, a hypoglycemic agent and a plant metabolite. It is an enantiomer of a L-psicose. C([C@H]([C@H]([C@H](C(=O)CO)O)O)O)O